benzyl 2,5-dihydroxybenzoate OC1=C(C(=O)OCC2=CC=CC=C2)C=C(C=C1)O